CC1=NC2=C3C(=C(C=C2C=N1)O)CCC3 2-methyl-8,9-dihydro-7H-cyclopenta[H]quinazolin-6-ol